C(C=1C(C(=O)[O-])=CC=CC1)(=O)OC1=CC=CC=C1 phenyl phthalate